tert-butyl (1R,2S)-2-aminocyclohexylcarbamate N[C@@H]1[C@@H](CCCC1)NC(OC(C)(C)C)=O